[5'-fluoro-1'-methyl-7-(trifluoromethoxy)-[4,6'-biindazol]-1-yl]acetic acid FC=1C=C2C=NN(C2=CC1C=1C=2C=NN(C2C(=CC1)OC(F)(F)F)CC(=O)O)C